C(#N)C=1C=C(C=CC1C#N)C(C(=O)NC1=NN(C(=C1)C(F)(F)F)C)[C@@H]1CC(CC1)(F)F 2-(3,4-dicyanophenyl)-2-((S)-3,3-difluorocyclopentyl)-N-(1-methyl-5-(trifluoromethyl)-1H-pyrazol-3-yl)acetamide